3-[(3-fluorobenzyl)sulfanyl]-5,6-dimethyl[1,2,4]triazolo[4,3-a]pyrimidin-7(8H)-one FC=1C=C(CSC2=NN=C3N2C(=C(C(N3)=O)C)C)C=CC1